FC1=C(C(=CC=C1)F)S(=O)(=O)NC=1C(=NC=C(C1)C=1C=CC=2N=CN=C(C2N1)N1CCN(CC1)C(\C=C\CF)=O)OC (E)-2,6-difluoro-N-(5-(4-(4-(4-fluorobut-2-enoyl)piperazin-1-yl)pyrido[3,2-d]pyrimidine-6-yl)-2-methoxy-pyridin-3-yl)benzene-sulfonamide